antimony(III) ethoxide [O-]CC.[Sb+3].[O-]CC.[O-]CC